tert-butyl (5-(hydroxymethyl)-1-oxaspiro[2.3]hexan-5-yl)carbamate OCC1(CC2(CO2)C1)NC(OC(C)(C)C)=O